BrC1=NC=C(C=C1COCCO)OC 2-[(2-bromo-5-methoxy-3-pyridyl)methoxy]ethanol